FC1=C(C=C(C=C1)OC=1C(=C2C=CNC2=CC1F)C)C=1NC=C(N1)C(CC=C)(O)C1=CC(=CC=C1)I 1-(2-(2-Fluoro-5-((6-fluoro-4-methyl-1H-indol-5-yl)oxy)phenyl)-1H-imidazol-4-yl)-1-(3-iodophenyl)but-3-en-1-ol